4-(bicyclo[2.2.1]heptan-2-yloxy)-1H-1,2,3-triazole-5-carboxylic acid C12C(CC(CC1)C2)OC=2N=NNC2C(=O)O